O1CCC(CC1)NC=1C=2C=CN(C2C=CC1)CC(F)(F)F N-(oxan-4-yl)-1-(2,2,2-trifluoroethyl)-1H-indol-4-amine